piperidine-1-carboxylic acid [(3S)-1-[(E)-4-(dimethylamino) but-2-enoyl] pyrrolidin-3-yl] ester CN(C/C=C/C(=O)N1C[C@H](CC1)OC(=O)N1CCCCC1)C